OC(C1=CC2=C(C(=NO2)NS(=O)(=O)C2=C(C=CC=C2OC)OC)C(=C1)OC)C1=NC=CC=C1 N-{6-[hydroxy(pyridin-2-yl)methyl]-4-methoxy-1,2-benzooxazol-3-yl}-2,6-dimethoxybenzenesulfonamide